C(C)(C)(C)C=1SC(=C(N1)C=1C(=C(C=CC1)NS(=O)(=O)C1=C(C=CC=C1F)F)OC)C1=NC(=NC=C1)NC1CCN(CC1)S(=O)(=O)N1CCNCC1 N-(3-(2-(tert-butyl)-5-(2-((1-(piperazin-1-ylsulfonyl)piperidin-4-yl)amino)pyrimidin-4-yl)thiazol-4-yl)-2-methoxyphenyl)-2,6-difluorobenzenesulfonamide